C(C=C)(=O)OC(CC)C1=CC=CC=C1 acryloyloxy(phenyl)propane